(4-(bis(4H-benzo[d][1,3]dioxin-6-yl)methyl)piperazin-1-yl)(piperidin-1-yl)methanone O1COCC2=C1C=CC(=C2)C(N2CCN(CC2)C(=O)N2CCCCC2)C2=CC1=C(OCOC1)C=C2